BrC1=CC=CC=2N(CCOCC21)C2=NC=1N(C3=C2C=C(C=N3)F)C(=NN1)C 6-bromo-1-(3-fluoro-9-methylpyrido[3,2-e][1,2,4]triazolo[4,3-a]pyrimidin-5-yl)-1,2,3,5-tetrahydrobenzo[e][1,4]oxazepine